NC1=C2C(=NC=N1)N(N=C2C2=CC(=C(C=C2)OC2CC2)F)[C@@H](C)C=2C=C1N(C(C2C2=CC=CC=C2)=O)C(=CS1)C (S)-7-(1-(4-amino-3-(4-cyclopropoxy-3-fluorophenyl)-1H-pyrazolo[3,4-d]pyrimidin-1-yl)ethyl)-3-methyl-6-phenyl-5H-thiazolo[3,2-a]pyridin-5-one